2-(3,4-difluorophenyl)-2,8-diazaspiro[4.5]decane hydrochloride Cl.FC=1C=C(C=CC1F)N1CC2(CC1)CCNCC2